CC1=CC=C(O1)C1=NC2=CC=CC=C2C(C1)(C(=O)NCC1=CC=C(C=C1)C(F)(F)F)[2H] 2-(5-methylfuran-2-yl)-N-(4-(trifluoromethyl)benzyl)quinoline-4-carboxamide-4-d